butyl 2-(6-formyl-7-fluoroquinazolin-1-yl)-2,7-diazaspiro[3.5]nonane-7-carboxylate C(=O)C=1C=C2C=NCN(C2=CC1F)N1CC2(C1)CCN(CC2)C(=O)OCCCC